C1(CC1)C(C=1C=C(C=CC1)NC(=O)C=1[N+](=C(NC1C)C=1C=C(C=C(C1)F)C1=C(C=CC=C1C)C)[O-])(F)F 4-((3-(cyclopropyldifluoromethyl)phenyl)carbamoyl)-2-(5-fluoro-2',6'-dimethyl-[1,1'-biphenyl]-3-yl)-5-methyl-1H-imidazole 3-oxide